Cl.N(C(C(C(CNCCCN)([2H])[2H])([2H])[2H])([2H])[2H])([2H])[2H] SPERMIDINE-d8 hydrochloride